COC(=O)C=1C(=C(C=CC1)N1C[C@H]2CC[C@@H](C1)N2C(=O)OC(C)(C)C)NC tert-butyl (1R,5S)-3-[3-methoxycarbonyl-2-(methylamino)phenyl]-3,8-diazabicyclo[3.2.1]octane-8-carboxylate